C(C)(C)(C)OC(=O)N1[C@H]([C@]2(COCC(N2)=O)CCC1)COC1CCC(CC1)C1=C(C=CC=C1)C=C.C(#C)C1=CC=C(C=C1)COCCF |o1:8,9| 1-ethynyl-4-((2-fluoroethoxy)methyl)benzene tert-butyl-rel-(6S,7R)-2-oxo-7-({[(1s,4s)-4-(2-ethenylphenyl)cyclohexyl]oxy}methyl)-4-oxa-1,8-diazaspiro[5.5]undecane-8-carboxylate